11-methoxy-8-((2-(trimethylsilyl)ethoxy)methyl)-1,4,5,6,7,8-hexahydro-2H-3,7-methanoazonino[5,4-b]indole COC1=CC=2C3=C(N(C2C=C1)COCC[Si](C)(C)C)C1CCCN(CC3)C1